[Si](C)(C)(C(C)(C)C)OCCCC=1C=CC=2C3=C(N(C2C1)C(=O)OC(C)(C)C)C=CN=C3 tert-butyl 7-(3-((tert-butyldimethylsilyl) oxy) propyl)-5H-pyrido[4,3-b]indole-5-carboxylate